ethyl 2-chloro-4-((2,5-dimethyl-4,5-dihydro-2H-pyrazolo[4,3-c]quinolin-6-yl)amino)pyrimidine-5-carboxylate ClC1=NC=C(C(=N1)NC1=CC=CC=2C=3C(CN(C12)C)=CN(N3)C)C(=O)OCC